ethyl 3-(3-methoxyphenyl)-oxirancarboxylate COC=1C=C(C=CC1)C1C(O1)C(=O)OCC